OC1=C(C=CC(=C1)C(F)(F)F)C=1N=C(C2=C(N1)N=C(S2)N[C@H]2CN(CCC2)C)C(=O)NC (R)-5-(2-hydroxy-4-(trifluoromethyl)phenyl)-N-methyl-2-((1-methylpiperidin-3-yl)amino)thiazolo[4,5-d]pyrimidine-7-carboxamide